CN(C)C[C@H]1COC2=C(O1)C=CC(=C2)NC2=NC=CC(=N2)NC=2C=NC1=CC=C(C=C1C2)Cl 2-{(S)-2-[(dimethylamino)methyl]-2,3-dihydro-1,4-benzodioxin-6-ylamino}-4-(6-chloro-3-quinolylamino)pyrimidine